2,2,2-Trifluoroethyl (S)-2-(methylamino)-4-phenylbutanoate hydrochloride Cl.CN[C@H](C(=O)OCC(F)(F)F)CCC1=CC=CC=C1